ethyl 2-[[4-amino-8-(cis-4-aminocyclohexoxy)-5,5-dimethyl-6H-benzo[h]quinazolin-7-yl]-ethyl-amino]acetate NC1=NC=NC=2C3=C(CC(C12)(C)C)C(=C(C=C3)O[C@@H]3CC[C@@H](CC3)N)N(CC(=O)OCC)CC